(Z)-4-chlorobenzaldehyde oxime ClC1=CC=C(\C=N/O)C=C1